(3R,4S,5R,6R)-3,4,5-tri(benzyloxy)-tetrahydro-6-methylpyran-2-one C(C1=CC=CC=C1)O[C@H]1C(O[C@@H]([C@H]([C@@H]1OCC1=CC=CC=C1)OCC1=CC=CC=C1)C)=O